C(C)(C)(C)OC(NCCN(C(=O)C1=CC2=C(N(C(=N2)C2=CC=C(C=C2)F)C2=CC=C(C=C2)C)C=C1)C)=O (2-(2-(4-fluorophenyl)-N-methyl-1-(p-tolyl)-1H-benzo[d]Imidazole-5-carboxamido)ethyl)carbamic acid tert-butyl ester